4-acetoacetylacetoacetic acid ethyl ester C(C)OC(CC(=O)CC(CC(=O)C)=O)=O